O[C@H]1C[C@H]2[C@@H]([C@H]([C@H]3[C@@H]4CC[C@H]([C@@H](CCC(=O)O)C)[C@]4([C@@H](C[C@@H]3[C@]2(CC1)C)O)C)O)O 3α,6β,7α,12β-tetrahydroxy-5β-cholan-24-oic acid